ClC1=CC=C(C(=N1)C(=O)NS(=O)(=O)C)N[C@H](C)C=1C=C(C=C2C(N(C(=NC12)N1C[C@@H](CC1)OC=1C=NN(C1)C)C)=O)F 6-chloro-3-(((R)-1-(6-fluoro-3-methyl-2-((R)-3-((1-methyl-1H-pyrazol-4-yl)oxy)pyrrolidin-1-yl)-4-oxo-3,4-dihydroquinazolin-8-yl)ethyl)amino)-N-(methylsulfonyl)picolinamide